C(\C=C(/C)\CCC=C(C)C)CC(=O)O.C(C)(=O)OC\C=C(\CCC=C(C)C)/C (E)-3,7-dimethylocta-2,6-dien-1-yl acetate (Geranyl Acetate)